2',3'-didehydro-2',3'-dideoxyinosine [C@@H]1(C=C[C@@H](CO)O1)N1C=NC=2C(O)=NC=NC12